C=1(C(=CC(=CC1)C(=O)OCC1OC1)C(=O)OCC1OC1)C(=O)OCC1OC1 tris(oxiranylmethyl) benzene-1,2,4-tricarboxylate